COC(=O)C1=NC(=NC=C1)N1CCC(CC1)C(=O)N1OCC[C@H]1C=1C=NC=C(C1)C#N 2-[4-[(3S)-3-(5-cyano-3-pyridinyl)isoxazolidine-2-carbonyl]-1-piperidinyl]pyrimidine-4-carboxylic acid methyl ester